C1(CC1)CN1C2CC(CC1CC2)N2CCC(CC2)C=2C=C(C1=C(N(C(=N1)C1=CC=C(C=C1)S(=O)(=O)C)C)C2)C 6-(1-(8-(Cyclopropylmethyl)-8-azabicyclo[3.2.1]octan-3-yl)piperidin-4-yl)-1,4-dimethyl-2-(4-(methylsulfonyl)phenyl)-1H-benzo[d]imidazol